4-(3-(4-methyl-1,1-dioxido-6-(2,4,6-trichlorophenyl)-1,2,6-thiadiazinan-2-yl)propaneamido)adamantane-1-carboxamide sodium [Na].CC1CN(S(N(C1)C1=C(C=C(C=C1Cl)Cl)Cl)(=O)=O)CCC(=O)NC1C2CC3(CC(CC1C3)C2)C(=O)N